3-(1-oxo-5-((4-(thiophen-2-yl)piperidin-1-yl)methyl)isoindolin-2-yl)piperidine-2,6-dione O=C1N(CC2=CC(=CC=C12)CN1CCC(CC1)C=1SC=CC1)C1C(NC(CC1)=O)=O